C1(CC1)C=1C=NC(=NC1)N1C(C=2CCC(CC2C=N1)C1=C(C=CC(=C1)OC)C)=O 2-(5-Cyclopropylpyrimidin-2-yl)-6-(5-methoxy-2-methylphenyl)-5,6,7,8-tetrahydrophthalazin-1(2H)-one